2-(6-((2S,5R)-4-(1-(3,3-dimethyl-2,3-dihydrofuro[3,2-b]pyridin-5-yl)ethyl)-2,5-dimethylpiperazin-1-yl)-9-ethyl-3-methyl-2-oxo-3,9-dihydro-2H-purin-8-yl)acetonitrile CC1(COC=2C1=NC(=CC2)C(C)N2C[C@@H](N(C[C@H]2C)C=2C=1N=C(N(C1N(C(N2)=O)C)CC)CC#N)C)C